C(CCCCC)(=O)C(O)C(O)CO caproyl-glycerol